Trans-4-(2-amino-2-methylpropanoyl)-N-(1-(4-((3-aminoazetidin-1-yl)methyl)cyclohexyl)-2-oxo-1,2-dihydropyrimidin-4-yl)piperazine-1-carboxamide hydrochloride Cl.NC(C(=O)N1CCN(CC1)C(=O)NC1=NC(N(C=C1)[C@@H]1CC[C@H](CC1)CN1CC(C1)N)=O)(C)C